[Na+].[Na+].[Na+].P(C=1C=C(C=CC1)S(=O)(=O)[O-])(C=1C=C(C=CC1)S(=O)(=O)[O-])C=1C=C(C=CC1)S(=O)(=O)[O-] 3,3',3''-Phosphanetriyltris(benzenesulfonic acid) trisodium salt